(S)-quinuclidin-3-yl (6'-(3-ethoxyphenyl)-3',4'-dihydro-1'H-spiro[cyclopropane-1,2'-naphthalen]-1'-yl)carbamate C(C)OC=1C=C(C=CC1)C=1C=C2CCC3(C(C2=CC1)NC(O[C@@H]1CN2CCC1CC2)=O)CC3